trans-tert-butyl ((4-(2-(4-chlorophenoxy)acetamido)cyclohexyl)methyl)carbamate ClC1=CC=C(OCC(=O)N[C@@H]2CC[C@H](CC2)CNC(OC(C)(C)C)=O)C=C1